C(CCCCCCCCCCC)SCC(=C)C1=CC=C(C=C1)OC [2-(4-methoxyphenyl)allyl] dodecyl sulfide